C1(=CC=CC=C1)N(C=1C=C(C=CC1)C1=CC(=CC=C1)B(O)O)C1=CC=CC=C1 (3'-diphenylamino-[1,1'-biphenyl]-3-yl)boronic acid